O=C1C(N(CCC1)C(=O)OC(C)(C)C)CO[C@@H]1CC[C@@H](CC1)C1=CC=CC=C1 tert-butyl 3-oxo-2-({[(CIS)-4-phenylcyclohexyl]oxy}methyl)piperidine-1-carboxylate